4-(2-((1S,5R)-5-(trifluoromethyl)-3-(8-(trifluoromethyl)quinolin-5-yl)-3-azabicyclo[3.1.0]hexane-1-carbonyl)hydrazine-1-carbonyl)piperidine-1-carboxylic acid tert-butyl ester C(C)(C)(C)OC(=O)N1CCC(CC1)C(=O)NNC(=O)[C@@]12CN(C[C@]2(C1)C(F)(F)F)C1=C2C=CC=NC2=C(C=C1)C(F)(F)F